N,N-dimethyl-2-bromobenzenesulfonamide CN(S(=O)(=O)C1=C(C=CC=C1)Br)C